CN1C(=NC2=C1C=C(C=C2C2=CC=C(C=C2)CNC(OC(C)(C)C)=O)C2=CC=C(C=C2)CNC(OC(C)(C)C)=O)C2=CC=C(C=C2)S(=O)(=O)C di-tert-butyl (((1-methyl-2-(4-(methylsulfonyl) phenyl)-1H-benzo[d]imidazole-4,6-diyl)bis(4,1-phenylene))bis(methylene))dicarbamate